4-(2'-(2-(4,6-diphenyl-1,3,5-triazin-2-yl)phenyl)spiro[cyclopentane-1,9'-fluoren]-5'-yl)benzonitrile C1(=CC=CC=C1)C1=NC(=NC(=N1)C1=CC=CC=C1)C1=C(C=CC=C1)C1=CC=2C3(C4=CC=CC(=C4C2C=C1)C1=CC=C(C#N)C=C1)CCCC3